CN1C=2C=CC(=NC2C(=CC1=O)N1C[C@H]([C@H](CC1)OC1=NC=C(C=N1)CCC)C)C#N 5-methyl-8-((3R,4S)-3-methyl-4-((5-propylpyrimidin-2-yl)oxy)piperidin-1-yl)-6-oxo-5,6-dihydro-1,5-naphthyridine-2-carbonitrile